1-(2-fluoro-6-(p-tolyloxy)-9H-purin-9-yl)ethan-1-one FC1=NC(=C2N=CN(C2=N1)C(C)=O)OC1=CC=C(C=C1)C